NC1=C(N(N=C1)CC1=CC=C(C=C1)OC)C1=C(C(=NC(=C1)Cl)C)N 4-[4-amino-2-[(4-methoxyphenyl)methyl]pyrazol-3-yl]-6-chloro-2-methyl-pyridin-3-amine